1-(trimethoxysilyl)-3-octadecylamine CO[Si](CCC(CCCCCCCCCCCCCCC)N)(OC)OC